C(C)(C)(C)C=1C=CC(=C(C1)SC1=CC=C(C=C1)C1=C(C=CC=C1)S(=O)(=O)C1=C(C=CC=C1)C1=CC=C(C=C1)SC1=C(C=CC(=C1)C(C)(C)C)C)C 4-[(5-tert-butyl-2-methylphenyl)thio]phenylphenylsulfone